ClC1=C(C=CC(=C1)Cl)C=1CCCC2=C(C1C1=CC=C(C=C1)CC1CN(C1)C(CCF)([2H])[2H])C=CC=C2 8-(2,4-Dichlorophenyl)-9-(4-((1-(3-fluoropropyl-1,1-d2)azetidin-3-yl)methyl)phenyl)-6,7-dihydro-5H-benzo[7]annulen